4-chloro-17β-hydroxy-17α-methylandrosta-1,4-dien-3-one ClC1=C2CC[C@H]3[C@@H]4CC[C@]([C@@]4(C)CC[C@@H]3[C@]2(C=CC1=O)C)(C)O